C[Si](CCCCC[Si](OCC)(OCC)C)(OCC)OCC 1,5-bis(methyldiethoxysilyl)pentane